7-(3-(5-fluoropyridin-2-yl)-1-methyl-1H-pyrazol-4-yl)-1H-pyrrolo[3,2-b]Pyridine FC=1C=CC(=NC1)C1=NN(C=C1C1=C2C(=NC=C1)C=CN2)C